8-(4-ethyl-2-(trifluoromethyl)phenyl)-9-(4-((1-(3-fluoropropyl)azetidin-3-yl)methyl)phenyl)-6,7-dihydro-5H-benzo[7]annulene-3-carboxylic acid C(C)C1=CC(=C(C=C1)C=1CCCC2=C(C1C1=CC=C(C=C1)CC1CN(C1)CCCF)C=CC(=C2)C(=O)O)C(F)(F)F